n-Amyltoluat C(CCCC)OC(=O)C=1C(=CC=CC1)C